(R)-N-(3-(N-(tert-butyl)sulfamoyl)phenyl)-2-(6-azaspiro[2.5]oct-6-yl)-6-(1,1,1-trifluoro-2-hydroxypropan-2-yl)nicotinamide C(C)(C)(C)NS(=O)(=O)C=1C=C(C=CC1)NC(C1=C(N=C(C=C1)[C@@](C(F)(F)F)(C)O)N1CCC2(CC2)CC1)=O